O.[Al].[Mg] magnesium aluminum water